OC=1C=C(C=2N(C1)N=CC2C#N)C2=NC=C(N=C2)N2CC1N(C(C2)C1)CC=1C=NC(=CC1)OC 6-hydroxy-4-(5-(6-((6-methoxypyridine-3-yl)methyl)-3,6-diazabicyclo[3.1.1]heptan-3-yl)pyrazin-2-yl)pyrazolo[1,5-a]pyridine-3-carbonitrile